7-Chloro-5-[4-(1,3-dioxo-1,3-dihydro-isoindol-2-yl)-butyl]-10,11-dihydro-5H-dibenzo[b,f]azepine-2-carbaldehyde ClC1=CC2=C(CCC3=C(N2CCCCN2C(C4=CC=CC=C4C2=O)=O)C=CC(=C3)C=O)C=C1